chloro-5-(5-methyl-1,2,4-oxadiazol-3-yl)benzamide ClC1=C(C(=O)N)C=C(C=C1)C1=NOC(=N1)C